4-(4-(1H-indol-3-yl)pyrimidine-2-ylamino)benzoyl-hydrazine N1C=C(C2=CC=CC=C12)C1=NC(=NC=C1)NC1=CC=C(C(=O)NN)C=C1